1-(4-cyano-3-methoxyphenyl)-N-(5-((1-((1-(4-((2,6-dioxopiperidin-3-yl)amino)-2-fluorophenyl)piperidin-4-yl)methyl)piperidin-4-yl)oxy)pyridin-2-yl)piperidine-4-carboxamide C(#N)C1=C(C=C(C=C1)N1CCC(CC1)C(=O)NC1=NC=C(C=C1)OC1CCN(CC1)CC1CCN(CC1)C1=C(C=C(C=C1)NC1C(NC(CC1)=O)=O)F)OC